(R)-N-(1-(2-fluoro-3-methyl-5-nitrophenyl)ethyl)-2-methyl-6-(1,2,3,6-tetrahydropyridin-4-yl)quinolin-4-amine hydrochloride Cl.FC1=C(C=C(C=C1C)[N+](=O)[O-])[C@@H](C)NC1=CC(=NC2=CC=C(C=C12)C=1CCNCC1)C